3-cyclopentyl-5-((trimethylsilyl)ethynyl)pyridine C1(CCCC1)C=1C=NC=C(C1)C#C[Si](C)(C)C